FC1=C2C=CN(C2=C(C=C1)C)C1=CC(=CC=C1)N1C(COCC1)CO 4-fluoro-N-(3-(3-(hydroxymethyl)morpholino)phenyl)-7-methyl-1H-indole